6-bromo-3-(2,6-dibenzyloxy-3-pyridyl)-1H-benzimidazol-2-one BrC=1C=CC2=C(NC(N2C=2C(=NC(=CC2)OCC2=CC=CC=C2)OCC2=CC=CC=C2)=O)C1